(2s,3r,4r,5s)-3,4,5-tris(benzyloxy)-2-(bromomethyl)-1-(3-(thiophen-2-yl)propyl)piperidine C(C1=CC=CC=C1)O[C@@H]1[C@H](N(C[C@@H]([C@H]1OCC1=CC=CC=C1)OCC1=CC=CC=C1)CCCC=1SC=CC1)CBr